((5-iodo-1-methyl-1H-1,2,4-triazol-3-yl)methoxy)methyl-6-(trifluoromethyl)nicotinate IC1=NC(=NN1C)COCOC(C1=CN=C(C=C1)C(F)(F)F)=O